chloride lutetium [Lu+3].[Cl-].[Cl-].[Cl-]